6-{5-[4-(benzyloxy)-2-fluorophenyl]-4-{[(4-methoxyphenyl)methyl]amino}-7-methylpyrrolo[3,2-d]pyrimidin-6-yl}-5-methylpyridin-3-amine C(C1=CC=CC=C1)OC1=CC(=C(C=C1)N1C(=C(C=2N=CN=C(C21)NCC2=CC=C(C=C2)OC)C)C2=C(C=C(C=N2)N)C)F